C(C=C)(=O)OCCCN1C(CCC1)=O N-(3-acryloxypropyl)pyrrolidone